N1(CCC1)C=1C=C(C=CC1)N1C(=C2C(NN=CC2=C1C)=O)C 6-(3-(Azetidin-1-yl)phenyl)-5,7-dimethyl-1-oxo-1H-pyrrolo[3,4-d]pyridazin